S([C@H]1[C@H](O)[C@@H](O)[C@@H](O)[C@H](O1)CO)C(C)C isopropyl thio-β-D-galactopyranoside